ClC1=CC=C(S1)C1=NN(C(=C1C1CCC1)NC(CC(C(F)(F)F)(C)C)=O)C N-(3-(5-chlorothiophen-2-yl)-4-cyclobutyl-1-methyl-1H-pyrazol-5-yl)-4,4,4-trifluoro-3,3-dimethylbutanamide